C(C)(C)(C)OC(CNC(=O)OCOP(=O)(OC(C)(C)C)OC(C)(C)C)=O ((((di-tert-butoxyphosphoryl)oxy)methoxy)carbonyl)glycine tert-butyl ester